5-iodooctafluoro-3-oxopentanesulfonyl fluoride IC(C(C(C(C(S(=O)(=O)F)(F)F)(F)F)=O)(F)F)(F)F